O=C1NC=C(C(N1)=O)C=1C=C(C(=C(C1)C=1C=C2C=CC(=CC2=CC1)NS(=O)(=O)C)OC)C=1SC=CC1 N-(6-(5-(2,4-dioxo-1,2,3,4-tetrahydropyrimidin-5-yl)-2-methoxy-3-(thiophene-2-yl)phenyl)naphthalene-2-yl)methanesulfonamide